[Pd].[Pd].C1(=CC=CC=C1)C=CC(\C=C/C1=CC=CC=C1)=O (4Z)-1,5-diphenylpentan-1,4-dien-3-one dipalladium